FC1=CC(=C(OC=2N=NC(=C(C2C(=O)NC2=CC(=CC=C2)S(=O)(=N)C)OC)C(F)(F)F)C=C1)OC 3-(4-fluoro-2-methoxy-phenoxy)-5-methoxy-N-[3-(methylsulfonimidoyl)phenyl]-6-(trifluoromethyl)pyridazine-4-carboxamide